C(\C=C\C=C\C=C/CCC)(=O)OC methyl (E,E,Z)-2,4,6-decatrienate